[(biphenylyl)dibenzofuranyl][Phenyl(dimethylfluorenyl)triazineyl]benzene C1(=C(C=CC=C1)C1=C(C2=C(OC3=C2C=CC=C3)C=C1)C1=C(C=CC=C1)C1=NN=NC(=C1C1=C(C(=CC=3C2=CC=CC=C2CC13)C)C)C1=CC=CC=C1)C1=CC=CC=C1